C(C)C1=C(C(=C(C(=C1CC)OCCCC)C)C)O 2,3-diethyl-5,6-dimethyl-4-butoxyphenol